C(#N)CCS[N-]CC(F)(F)F 2-cyano-N-(2,2,2-Trifluoroethyl)ethylthioamide